CC1CCN(CC1)C1=CC=CC(=N1)S(=O)(=O)NC(=O)C=1C(=NC=CC1)N1C(CC(C1)C)(C)C N-[[6-(4-Methyl-1-piperidyl)-2-pyridyl]sulfonyl]-2-(2,2,4-trimethylpyrrolidin-1-yl)pyridin-3-carboxamid